FC(C1=CC=C(C=C1N)N)(F)F 6-trifluoromethyl-1,3-phenylenediamine